ClC=1C=C(C=CC1)C([C@H]1CN2C(C=3N1N=CC(C3O)=O)=NC=C2)C2=CC(=CC=C2)Cl (S)-6-(bis(3-chlorophenyl)methyl)-11-hydroxy-5H-imidazo[2',1':3,4]pyrazino[1,2-b]pyridazin-10(6H)-one